BrC1=CC=2C3(C4=CC(=C(C(=C4OC2C(=C1[O-])Br)Br)[O-])Br)OC(C1=C3C(=C(C(=C1Cl)Cl)Cl)Cl)=O.[Na+].[Na+] disodium 2',4',5',7'-tetrabromo-4,5,6,7-tetrachloro-3-oxo-3H-spiro[[2]benzofuran-1,9'-xanthene]-3',6'-bis(olate)